ClC1=C(C=CC(=C1I)F)N(S(=O)(=O)CC(C)C)S(=O)(=O)CC(C)C N-(2-chloro-4-fluoro-3-iodophenyl)-N-(isobutylsulfonyl)-2-methylpropane-1-sulfonamide